C1=CC(=CC=2C3=CC=CC=C3C=CC12)OC(=O)C1CCNCC1 phenanthrene-3-ylpiperidine-4-carboxylate